butylperoxy-2-ethylhexanoate C(CCC)OOC(C(=O)[O-])(CCCC)CC